4-hydroxyethyl-oxy-4'-dimethylaminochalcone OCCOC1=CC=C(C=C1)\C=C\C(=O)C1=CC=C(C=C1)N(C)C